COCCOCOCCOC 1-methoxy-2-(2-methoxyethoxymethoxy)ethane